(R)-5'-(3-chloro-4-((3,5-difluoropyridin-2-yl)methoxy)-5',6-dimethyl-2-oxo-2H-[1,4'-bipyridin]-2'-yl)spiro[cyclopropane-1,3'-pyrrolo[3,2-b]pyridin]-2'(1'H)-one ClC=1C(N(C(=CC1OCC1=NC=C(C=C1F)F)C)C1=CC(=NC=C1C)C1=CC=C2C(=N1)C1(C(N2)=O)CC1)=O